Cl.FC=1C=C(C=CC1OC)C1=CN=C2N1C=CN=C2NC2=CC(=C(C=C2)C(=O)N2CCNCC2)C [4-[[3-(3-fluoro-4-methoxy-phenyl)imidazo[1,2-a]pyrazin-8-yl]amino]-2-methyl-phenyl]-piperazin-1-yl-methanone hydrochloride